alpha-Ethyl benzyl butyrate CCCC(=O)OC(CC)C1=CC=CC=C1